BrC1=NC(=C(C=2N=C(N=C(C21)N([C@H]2[C@H](N(CC2)C(=O)OC(C)(C)C)C)CCC=C)SCC)F)Cl tert-butyl (2R,3R)-3-((5-bromo-7-chloro-2-(ethylthio)-8-fluoropyrido[4,3-d]pyrimidin-4-yl)(but-3-en-1-yl)amino)-2-methylpyrrolidine-1-carboxylate